OC(CC=1C=C(C=C(C1)N1N=C2C(=N1)C=CC=C2)CCCCC)CCC 2-(2'-hydroxy-3',5'-di-pentylphenyl)benzotriazole